Fmoc-D-glutamic acid α-amide C1=CC=C2C(=C1)C(C3=CC=CC=C32)COC(=O)N[C@H](CCC(=O)O)C(=O)N